ClC1=CC=C(C=C1)C1N(CC1)C(=O)C1=CN(C2=C1C(N(C=C2C)C)=O)C 3-((2-(4-chlorophenyl)azetidin-1-yl)carbonyl)-1,5,7-trimethyl-1,5-dihydro-4H-pyrrolo[3,2-c]pyridin-4-one